N-[3-chloro-4-[4-[rac-(1r,5s)-3-azabicyclo[3.1.0]hexane-6-carbonyl]piperazine-1-carbonyl]phenyl]-5-(2,3-difluoro-4-methoxy-phenyl)-1-methyl-imidazole-2-carboxamide ClC=1C=C(C=CC1C(=O)N1CCN(CC1)C(=O)C1[C@H]2CNC[C@@H]12)NC(=O)C=1N(C(=CN1)C1=C(C(=C(C=C1)OC)F)F)C |r|